FC=1C=CC(=C(C1)CCO)OC 2-(5-fluoro-2-methoxyphenyl)ethan-1-ol